P(=O)([O-])([O-])[O-].[Zn+2].[Mg+2].[Li+] lithium magnesium zinc phosphate